O=C1N(CCC(N1)=O)C1=CC=C(N=N1)CN1CCC(CC1)C1=CC=C(C=C1)NC=1C(=NC=C(N1)N1CCCCC1)C(=O)N 3-((4-(1-((6-(2,4-dioxotetrahydropyrimidin-1(2H)-yl)pyridazin-3-yl)methyl)piperidin-4-yl)phenyl)amino)-5-(piperidin-1-yl)pyrazine-2-carboxamide